3-(4,4-difluoroazepan-1-yl)-N-(3-methylsulfonylphenyl)quinoxaline-2-carboxamide FC1(CCN(CCC1)C=1C(=NC2=CC=CC=C2N1)C(=O)NC1=CC(=CC=C1)S(=O)(=O)C)F